N-(N-((S)-1-benzazepine-2-carbonyl)-N-methylglycyl)-N-methyl-L-valine methyl ester COC([C@@H](N(C)C(CN(C)C(=O)C=1NC2=C(C=CC1)C=CC=C2)=O)C(C)C)=O